4-oxo-1-[3-(pyrazin-2-yl)-1,2,4-thiadiazol-5-yl]-1,4-dihydro-1,8-naphthyridine-3-carboxylic acid O=C1C(=CN(C2=NC=CC=C12)C1=NC(=NS1)C1=NC=CN=C1)C(=O)O